OCCCCCC(=O)OC[C@H]1N(CCC1)C1=NC=C(C(=N1)NCC1=CC(=C(C=C1)OC)Cl)C(NCC1=NC=CC=N1)=O [(2S)-1-(4-{[(3-Chloro-4-methoxyphenyl)methyl] amino}-5-{[(pyrimidin-2-yl) methyl]carbamoyl}pyrimidin-2-yl)pyrrolidin-2-yl]methyl 6-hydroxyhexanoate